CC1=C(OC2=C(C=C(C=C2C1=O)C)C(C)NC1=C(C(=O)OC(C)(C)C)C=CC=C1)C=1C=C2CN(C(C2=CC1)=O)C tert-Butyl 2-[1-[3,6-dimethyl-2-(2-methyl-1-oxo-isoindolin-5-yl)-4-oxo-chromen-8-yl]ethylamino]benzoate